C(C)(=O)O[C@@H]1[C@H](OC([C@H]([C@H]1OC(C)=O)OC(C)=O)O)[C@H](COC(C)=O)F (2S,3S,4S,5S)-2-((S)-2-acetoxy-1-fluoroethyl)-6-hydroxytetrahydro-2H-pyran-3,4,5-triyl triacetate